C(=O)(O)C1=CC=C(C=C1)C=1C2=CC=C(N2)C(=C2C=CC(C(=C3C=CC(=C(C=4C=CC1N4)C4=CC=C(C=C4)C(=O)O)N3)C3=CC=C(C=C3)C(=O)O)=N2)C2=CC=C(C=C2)C(=O)O.[Ru] ruthenium 5,10,15,20-tetrakis(4-carboxyphenyl)porphyrin